mono2-octen-1-ol maleate C(\C=C/C(=O)O)(=O)O.C(C=CCCCCC)O